ClC=1C2=CN(N=C2C(=C(C1)C1=CC=C(C=C1)C1CCN(CC1)C1CC(C1)O)Cl)C(C(=O)NC=1SC=CN1)C1=C2N(C=N1)C[C@@H](C2)F (4,7-Dichloro-6-(4-(1-(3-hydroxycyclobutyl)piperidin-4-yl)phenyl)-2H-indazol-2-yl)-2-((R)-6-fluoro-6,7-dihydro-5H-pyrrolo[1,2-c]imidazol-1-yl)-N-(thiazol-2-yl)acetamide